N-(6-amino-5-methyl-3-pyridyl)-2-[(2S,5R)-2-(3-chloro-4-Fluoro-phenyl)-5-methyl-1-piperidyl]-2-oxo-acetamide NC1=C(C=C(C=N1)NC(C(=O)N1[C@@H](CC[C@H](C1)C)C1=CC(=C(C=C1)F)Cl)=O)C